C(C)(C)(C)OC(N[C@@H]1OC[C@H]1C1=C2C=NN(C2=CC(=C1)C1=CC=C(C=C1)O)C1OCCCC1)=O Trans-N-[3-[6-(4-hydroxyphenyl)-1-tetrahydropyran-2-yl-indazol-4-yl]oxetan-yl]carbamic acid tert-butyl ester